(R)-2-((tert-butoxycarbonyl)amino)-2-phenylpropionic acid C(C)(C)(C)OC(=O)N[C@](C(=O)O)(C)C1=CC=CC=C1